(5-bromo-1,3,4-thiadiazol-2-yl)benzo[c]isoxazole-3-carboxamide BrC1=NN=C(S1)C1=CC=CC2=NOC(=C21)C(=O)N